((1R,5S,6s)-6-((4-(2-aminopropan-2-yl)-6-(3-fluorophenyl)pyridin-2-yl)oxy)-3-azabicyclo[3.1.0]hexan-3-yl)(4-methyl-2-(pyrimidin-2-yl)thiazol-5-yl)methanone NC(C)(C)C1=CC(=NC(=C1)C1=CC(=CC=C1)F)OC1[C@@H]2CN(C[C@H]12)C(=O)C1=C(N=C(S1)C1=NC=CC=N1)C